CN[C@H]1CN(CC1)C=1N=CC(=NC1)C(=O)OC methyl (R)-5-(3-(methylamino)pyrrolidin-1-yl)pyrazine-2-carboxylate